C(CCC)OC(C=CCCC)=O 2-hexenoic acid n-butyl ester